C(C)(=O)N[C@H](C(=O)N[C@H](C(=O)O)CCC(C)(C)C)CC=1C=NC=CC1 (2S)-2-[(2S)-2-acetamido-3-(pyridin-3-yl)propanamido]-5,5-dimethylhexanoic acid